lithium 3-aminobenzenesulfonate NC=1C=C(C=CC1)S(=O)(=O)[O-].[Li+]